3-bromo-6-iodobenzene-1,2,4,5-d4 BrC1=C(C(=C(C(=C1[2H])[2H])I)[2H])[2H]